ClC1=C(C=C(C=C1)N1N=NN=C1CNC(=O)NCC1=NC=NN1C1=CC=C2C=CC=NC2=C1)F 1-{[1-(4-chloro-3-fluorophenyl)-1H-1,2,3,4-tetrazol-5-yl]methyl}-3-{[1-(quinolin-7-yl)-1H-1,2,4-triazol-5-yl]methyl}urea